O=C1N(CCC2(C1)C(NC(CCC2)=O)=O)C=2C=C(C(=O)OC(C)(C)C)C=CC2 tert-Butyl 3-(4,7,9-trioxo-3,8-diazaspiro[5.6]dodecan-3-yl)benzoate